Methyl 3-((2-(4-(7-chloro-1-methyl-2,3-dioxo-2,3-dihydropyrido[2,3-b]pyrazine-4(1H)-yl)piperidin-1-yl)pyrimidin-5-yl)methoxy)-2,2-dimethylpropanoate ClC1=CC2=C(N(C(C(N2C)=O)=O)C2CCN(CC2)C2=NC=C(C=N2)COCC(C(=O)OC)(C)C)N=C1